ClC1=C(C=CC=C1)C1=C(C(=CC=C1)NC(=O)C1N(NCC1)C(CN1C=C(C2=CC(=CC=C12)C=1C=NC(=NC1)C)CC)=O)F N-(2'-chloro-2-fluorobiphenyl-3-yl)-2-(2-(3-ethyl-5-(2-methylpyrimidin-5-yl)-1H-indol-1-yl)acetyl)pyrazolidine-3-carboxamide